imidazo[2,1-b]thiazole-6-carboxamide S1C=2N(C=C1)C=C(N2)C(=O)N